C1(CC1)[C@]1(C(N(C[C@H]1C)C=1C2=C(N=CN1)NC(=C2)C=2C=NN(C2)C)=O)C#N (3R,4S)-3-cyclopropyl-4-methyl-1-(6-(1-methyl-1H-pyrazol-4-yl)-7H-pyrrolo[2,3-d]pyrimidin-4-yl)-2-oxopyrrolidine-3-carbonitrile